2-[[4-chloro-3-(2-pyridinyl)pyrrolo[2,3-b]pyridin-1-yl]methoxy]ethyl-trimethyl-silane ClC1=C2C(=NC=C1)N(C=C2C2=NC=CC=C2)COCC[Si](C)(C)C